rel-(R)-2-(methylsulfonyl)isoxazolidin CS(=O)(=O)N1OCCC1